O=C(CCNC=1N=[N+](C2=C([N+]1[O-])C=C(C=C2)C2=CN=CS2)[O-])OC2=CN(CC2)CC(F)(F)F 3-((3-oxo-3-((1-(2,2,2-trifluoroethyl)pyrroline-3-yl)oxy)propyl)amino)-6-(thiazol-5-yl)benzo[e][1,2,4]Triazine-1,4-dioxide